2,6-bis(bromomethyl)-isonicotinamide BrCC=1C=C(C(=O)N)C=C(N1)CBr